2-[[6-(1H-benzimidazol-5-ylamino)-3-morpholinesulfonyl-4-quinolinyl]amino]benzoic acid N1C=NC2=C1C=CC(=C2)NC=2C=C1C(=C(C=NC1=CC2)S(=O)(=O)N2CCOCC2)NC2=C(C(=O)O)C=CC=C2